OC1=C2C(CC(OC2=CC=C1)C1=CC=CC=C1)=O 5-hydroxyflavanone